FC1=NC=CC(=C1)NCC1=CC=C(CC2=NOC(=C2)C=2C(=NC=CC2)N)C=C1 3-(3-(4-(((2-fluoropyridin-4-yl)amino)methyl)benzyl)isoxazol-5-yl)pyridin-2-amine